C(C)OC(=O)C1=C(N=CN1C(C)C1=C(C(=C(C(=C1[2H])[2H])[2H])[2H])[2H])F 4-fluoro-1-[1-(phenyl-d5)ethyl]-1H-imidazole-5-carboxylic acid ethyl ester